3-mercapto-1-propyltripropoxysilane SCCC[Si](OCCC)(OCCC)OCCC